3,5-dimethyl-4-hydroxyphenylbenzonitrile CC=1C=C(C=C(C1O)C)C1=C(C#N)C=CC=C1